(2S)-1-aminopropane-2-ol NC[C@H](C)O